1-((3'-cyano-5'-methoxy-[1,1'-biphenyl]-4-yl)methyl-4-fluoro-1H-indole-7-carboxamido)spiro[3.3]heptane-2-carboxylic acid C(#N)C=1C=C(C=C(C1)OC)C1=CC=C(C=C1)CN1C=CC2=C(C=CC(=C12)C(=O)NC1C(CC12CCC2)C(=O)O)F